CN1N=CC(=C1C)B(O)O 1,5-dimethyl-1H-pyrazole-4-boronic acid